1-(9H-Fluoren-9-yl)-17-hexyl-9,9-dimethyl-3,7,12,14-tetraoxo-2,11,15-trioxa-6-azapentacosan-8-yl (2-hexyldecyl) glutarate C(CCCC(=O)OCC(CCCCCCCC)CCCCCC)(=O)OC(C(NCCC(OCC1C2=CC=CC=C2C=2C=CC=CC12)=O)=O)C(COC(CC(OCC(CCCCCCCC)CCCCCC)=O)=O)(C)C